N1(CCCC1)C=1C=C(CN2CC3C(C2)CN(C3)C(=O)N3N=C(C=C3)NC(C)=O)C=C(C1)C(F)(F)F N-(1-(5-(3-(Pyrrolidin-1-yl)-5-(trifluoromethyl)benzyl)octahydropyrrolo[3,4-c]pyrrole-2-carbonyl)-1H-pyrazol-3-yl)acetamide